NC1=CC(=C(C=C1)C=1C=CC(NN1)=O)F 6-(4-amino-2-fluorophenyl)pyridazin-3(2H)-one